3-(4-(4-(((2-(2,6-dioxopiperidin-3-yl)-1-oxoisoindolin-4-yl)amino)methyl)benzyl)piperazin-1-yl)propanoic acid O=C1NC(CCC1N1C(C2=CC=CC(=C2C1)NCC1=CC=C(CN2CCN(CC2)CCC(=O)O)C=C1)=O)=O